NCCC1=CC=C(C=C1)C1=C(C=C(C#N)C=C1)OC=1N(N=C(C1)C1=CC=C(C=C1)F)C 4-[4-(2-aminoethyl)phenyl]-3-[5-(4-fluorophenyl)-2-methylpyrazol-3-yl]oxybenzonitrile